N-((1,2,3,5,6,7-Hexahydro-s-indacen-4-yl)carbamoyl)pyrimidine-5-sulfonamide, Potassium Salt [K].C1CCC2=C(C=3CCCC3C=C12)NC(=O)NS(=O)(=O)C=1C=NC=NC1